(2,4-Dimethylthiophen-3-yl)-1-[(1-methyl-1H-pyrazol-4-yl)(oxan-4-yl)-sulfamoyl]urea CC=1SC=C(C1N(C(=O)N)S(N(C1CCOCC1)C=1C=NN(C1)C)(=O)=O)C